O=S1CCCCC1 (1s,4s)-1-oxotetrahydro-2H-thiopyran